CC1=CC=C(C=C1)CCC 1-methyl-4-propylbenzene